FC(COC1=C(C=C(C(=N1)OC)NS(=O)(=O)C1=CNC=2C(N(C=CC21)CCF)=O)F)F N-[6-(2,2-difluoroethoxy)-5-fluoro-2-methoxy-3-pyridyl]-6-(2-fluoroethyl)-7-keto-1H-pyrrolo[2,3-c]pyridine-3-sulfonamide